N-(6,8-dichloro-2,7-naphthyridin-3-yl)-2-methyl-propionamide ClC=1C=C2C=C(N=CC2=C(N1)Cl)NC(C(C)C)=O